FC(C=1C=CC(=NC1)CNC(=O)C1=CC=2C3=C(C=NC2C=C1)C=NN3)(F)F N-((5-(trifluoromethyl)pyridin-2-yl)methyl)-1H-pyrazolo[4,3-c]quinoline-8-carboxamide